2-[(dimethylamino)methyl]-8-(2,5-dimethylpyrazol-3-yl)-N-[(5-fluoro-2,3-dihydrobenzofuran-4-yl)methyl]imidazo[1,2-c]pyrimidin-5-amine CN(C)CC=1N=C2N(C(=NC=C2C=2N(N=C(C2)C)C)NCC2=C(C=CC3=C2CCO3)F)C1